methyl N-(tert-butoxycarbonyl)O-methylhomoserinate C(C)(C)(C)OC(=O)N[C@@H](CCOC)C(=O)OC